ethyl 4-(3-bromo-5-fluorophenyl)-5-(4-chlorophenyl)-1-isopropyl-2-methyl-pyrrole-3-carboxylate BrC=1C=C(C=C(C1)F)C=1C(=C(N(C1C1=CC=C(C=C1)Cl)C(C)C)C)C(=O)OCC